tert-butyl ((2R,3S)-3-(((((3R,3aS,6aR)-hexahydrofuro[2,3-b]furan-3-yl)oxy)carbonyl)amino)-2-hydroxy-4-(4-hydroxyphenyl)butyl)((S)-2-methylbutyl)carbamate O1C[C@@H]([C@H]2[C@@H]1OCC2)OC(=O)N[C@H]([C@@H](CN(C(OC(C)(C)C)=O)C[C@H](CC)C)O)CC2=CC=C(C=C2)O